tert-butyl 6-((2-(1-hydroxycyclohexyl)ethyl)amino)-quinoline-4-carboxylate OC1(CCCCC1)CCNC=1C=C2C(=CC=NC2=CC1)C(=O)OC(C)(C)C